ClC1=NC=C(C=N1)C(C)=O 1-(2-chloropyrimidin-5-yl)ethanone